3-nonanal CCC(CCCCCC)=O